N-(4-(cyclohexyloxy)benzyl)-3-(4-hydroxy-3,5-dimethylphenyl)-1,2,4-oxadiazole-5-carboxamide C1(CCCCC1)OC1=CC=C(CNC(=O)C2=NC(=NO2)C2=CC(=C(C(=C2)C)O)C)C=C1